NC1=C(C(NC(=N1)N1CC2C(C2C1)N)=O)SC1=C(C(=CC=C1)Cl)Cl 6-amino-2-(6-amino-3-azabicyclo[3.1.0]hexan-3-yl)-5-((2,3-dichlorophenyl)thio)pyrimidin-4(3H)-one